C(C)NC(=O)OCC1=C(N2C([C@@H]([C@H]2[C@H]1C)[C@@H](C)O)=O)C(=O)O (4S,5R,6S)-3-(((ethylcarbamoyl)oxy)methyl)-6-((R)-1-hydroxyethyl)-4-methyl-7-oxo-1-azabicyclo[3.2.0]hept-2-ene-2-carboxylic acid